BrC=1C(=CC2=C(N=CN2C2=NC(=C(C=C2)C(F)F)N2N=C(C=C2C)C(F)F)C1)OCCN1CCOCC1 6-bromo-3-[5-(difluoromethyl)-6-[3-(difluoromethyl)-5-methyl-pyrazol-1-yl]-2-pyridyl]benzimidazol-5-yl-oxyethyl-morpholine